FC1(CCN(CCC1)C=1N=NC(=C(C1C(=O)NC1=CC(=CC=C1)[S@@](=O)(=N)C)C)C=1C=NN(C1)C)F (R)-3-(4,4-difluoroazepan-1-yl)-5-methyl-6-(1-methyl-1H-pyrazol-4-yl)-N-(3-(S-methylsulfonimidoyl)phenyl)pyridazine-4-carboxamide